Cl.C(C=C)N Allyl-amine hydrochloride